4-(4-aminophenyl)-5-ethylpyrimidin-2-amine NC1=CC=C(C=C1)C1=NC(=NC=C1CC)N